2-bromo-N-(quinolin-6-yl)-2-(3-(trifluoromethyl)phenyl)acetamide BrC(C(=O)NC=1C=C2C=CC=NC2=CC1)C1=CC(=CC=C1)C(F)(F)F